7-chloro-5-cyclopropyl-8-fluoro-pyrido[4,3-d]pyrimidine-2,4-diol ClC1=C(C=2N=C(N=C(C2C(=N1)C1CC1)O)O)F